(S)-6-fluoro-1'-(3-iodo-1-((2-(trimethylsilyl)ethoxy)methyl)-1H-pyrazolo[4,3-b]pyrazin-6-yl)-1,3-dihydrospiro[inden-2,4'-piperidin]-1-amine FC1=CC=C2CC3(CCN(CC3)C=3N=C4C(=NC3)C(=NN4COCC[Si](C)(C)C)I)[C@@H](C2=C1)N